(4-(bromomethyl)-3-(trifluoromethyl)phenyl)(methyl)sulfane methyl-(R)-2-((1-aminopropan-2-yl)oxy)-3-bromo-5-(((tert-butyldiphenylsilyl)oxy)methyl)benzoate COC(C1=C(C(=CC(=C1)CO[Si](C1=CC=CC=C1)(C1=CC=CC=C1)C(C)(C)C)Br)O[C@@H](CN)C)=O.BrCC1=C(C=C(C=C1)SC)C(F)(F)F